2,6-dibutoxynaphthalene C(CCC)OC1=CC2=CC=C(C=C2C=C1)OCCCC